BrC1=NC(=C(C=2N=C(N=C(C21)N2[C@@H]([C@@H]1CC[C@H](C2)N1C(=O)OCCCC)C=C)SCC)F)Cl butyl (1S,2R,5R)-3-(5-bromo-7-chloro-2-(ethylthio)-8-fluoropyrido[4,3-d]pyrimidin-4-yl)-2-vinyl-3,8-diazabicyclo[3.2.1]octane-8-carboxylate